4-(3,5-difluorophenoxy)-6,6-difluoro-5,6-dihydro-7H-cyclopenta[d]pyrimidin-7-one FC=1C=C(OC=2C3=C(N=CN2)C(C(C3)(F)F)=O)C=C(C1)F